BrC1=CC(=CC(=C1)C(F)(F)F)C(F)(F)F 1-Bromo-3,5-bistrifluoromethylbenzene